acetyl 2,4,6-tri-O-acetyl-3-deoxy-3-[4-(3,4,5-trifluorophenyl)-1,3,4-oxadiazol-2-yl]-α-D-galactopyranoside C(C)(=O)O[C@H]1[C@@H](OC(C)=O)O[C@@H]([C@@H]([C@@H]1C=1OCN(N1)C1=CC(=C(C(=C1)F)F)F)OC(C)=O)COC(C)=O